5-(1-(2,2-difluoroethyl)-4-fluoro-1H-benzo[d]imidazol-6-yl)-6-fluoro-N-((3S,4S)-3-fluoro-1-(oxetan-3-yl)piperidin-4-yl)-4-methoxypyrrolo[2,1-f][1,2,4]triazin-2-amine FC(CN1C=NC2=C1C=C(C=C2F)C=2C(=CN1N=C(N=C(C12)OC)N[C@@H]1[C@H](CN(CC1)C1COC1)F)F)F